NC1C(CCCC1)=O 2-AMINOCYCLOHEXAN-1-ONE